para-aminophenylalanine NC1=CC=C(C[C@H](N)C(=O)O)C=C1